FC12C(CN(CC1)CC2)=O 4-fluoro-3-oxo-1-azabicyclo[2.2.2]Octane